tert-butyl 3-(4-(methoxycarbonyl) phenyl)-1H-indole-1-carboxylate COC(=O)C1=CC=C(C=C1)C1=CN(C2=CC=CC=C12)C(=O)OC(C)(C)C